ClC1=C(C=CC(=N1)NC(C)=O)C N-(6-chloro-5-methylpyridin-2-yl)acetamide